N1(CCCC1)C1=C(N)C=CC=C1C 2-(pyrrolidin-1-yl)-3-methylaniline